CC(CS(=O)(=O)Cl)=C 2-methyl-2-propene-1-sulfonic acid chloride